ClC=1C=C2CCN(CC2=CC1OCC1=C(C=C(C=C1)C#N)F)C(=O)OC methyl 6-chloro-7-((4-cyano-2-fluorobenzyl) oxy)-3,4-dihydroisoquinoline-2(1H)-carboxylate